C(C)C=1C=C2CC(CN(C2=CC1)S(=O)(=O)C=1C=CC(=C(CO)C1)OCC1CCOCC1)(C)C 5-((6-ethyl-3,3-dimethyl-3,4-dihydroquinolin-1(2H)-yl)sulfonyl)-2-((tetrahydro-2H-pyran-4-yl)methoxy)benzyl Alcohol